methyl 1-(4-fluorophenyl)-3-nitro-1H-pyrazole-5-carboxylate FC1=CC=C(C=C1)N1N=C(C=C1C(=O)OC)[N+](=O)[O-]